C(C1=CC=CC=C1)(=O)OCC12CCCN2CC(C1F)F (1,2-difluorotetrahydro-1H-pyrrolizin-7a(5H)-yl)methyl benzoate